(1S,2S)-2-(((6-(5-(((6-isopropoxypyrazin-2-yl)amino)methyl)-1-methyl-1H-1,2,3-triazol-4-yl)-2-methylpyridin-3-yl)oxy)methyl)cyclohexane-1-carboxylic acid C(C)(C)OC1=CN=CC(=N1)NCC1=C(N=NN1C)C1=CC=C(C(=N1)C)OC[C@@H]1[C@H](CCCC1)C(=O)O